(3S,6S,7R)-12-(benzyloxy)-6-ethyl-6-hydroxy-3-methyl-1,11-dioxo-N-(2,4,6-trifluorobenzyl)-1,6,7,11-tetrahydro-3H-2,7-methanopyrido[1,2-a][1,4]diazonine-10-carboxamide C(C1=CC=CC=C1)OC=1C(C(=CN2C1C(N1[C@H](C=C[C@@]([C@H]2C1)(O)CC)C)=O)C(=O)NCC1=C(C=C(C=C1F)F)F)=O